2-Pinene-10-ol C12C(=CCC(C1(C)C)C2)CO